(4-cyanophenyl)-glycine C(#N)C1=CC=C(C=C1)NCC(=O)O